octahydro-1H-pyrrolo[3,4-b]pyridine-1-carboxylic acid tert-butyl ester C(C)(C)(C)OC(=O)N1C2C(CCC1)CNC2